(-)-N-ethyl-5-fluoro-2-((5-(2-(1-((2-hydroxyethyl)amino)-4-methylpent-3-yl)-2,6-diazaspiro[3.4]oct-6-yl)-1,2,4-triazin-6-yl)oxy)-N-isopropylbenzamide fumarate C(\C=C\C(=O)O)(=O)O.C(C)N(C(C1=C(C=CC(=C1)F)OC1=C(N=CN=N1)N1CC2(CN(C2)C(CCNCCO)C(C)C)CC1)=O)C(C)C